C(C)(=O)N1CCN(CC1)CC=1C=CC=2N(C1)C=C(N2)CNC(=O)C=2N=C1N(C(C2)=O)C=CC=C1 N-({6-[(4-acetylpiperazin-1-yl)methyl]imidazo[1,2-a]pyridin-2-yl}methyl)-4-oxo-4H-pyrido[1,2-a]pyrimidine-2-carboxamide